FC(C(=O)O)(OC(C(F)(F)F)(F)F)F perfluoro(2-ethoxy)acetic acid